5-{4-[(4-{[4-(pentafluoro-λ6-sulfanyl)phenyl]Amino}piperidin-1-yl)sulfonimidoyl]phenyl}-2,3-dihydro-1H-indol-2-one FS(C1=CC=C(C=C1)NC1CCN(CC1)S(=O)(=N)C1=CC=C(C=C1)C=1C=C2CC(NC2=CC1)=O)(F)(F)(F)F